tert-butylbenzylmercaptan C(C)(C)(C)C(C1=CC=CC=C1)S